1,1':3',1''-Biphenyl C1=CC=C(C=C1)C2=CC(=CC=C2)C3=CC=CC=C3